FC1(CCC(CC1)C(=O)N1CCC2=CC=CC=C12)F 1-(4,4-difluorocyclohexane-1-carbonyl)-2,3-dihydro-1H-indol